C(C)C1N2CCCN12 6-Ethyl-1,5-diazabicyclo[3.1.0]hexane